i-propyl phenylpyruvate C1(=CC=CC=C1)CC(C(=O)OC(C)C)=O